C(C)(C)C1=C(NC2=CC=C(C=C12)CC1N(CCC1)C1CCOCC1)C=1C(=C(C=2N(C1)C=NN2)C)C 6-(3-isopropyl-5-((1-(tetrahydro-2H-pyran-4-yl)pyrrolidin-2-yl)methyl)-1H-indol-2-yl)-7,8-dimethyl-[1,2,4]triazolo[4,3-a]pyridine